ClC1=CC=C(C=C1)C1=CC(=NC=C1)N1CCN(CC1)C(=O)C1=CC=C2C=CC(NC2=C1)=O 7-(4-(4-(4-chlorophenyl)pyridin-2-yl)piperazine-1-carbonyl)quinolin-2(1H)-one